IC1=C(O)C(=C(C(=C1O)I)O)I 2,4,6-triiodophloroglucinol